(S)-1-((7-Cyano-2-(3'-(3-((2-hydroxypropylamino)-methyl)-1,7-naphthyridin-8-ylamino)-2,2'-dimethylbiphenyl-3-yl)benzo[d]oxazol-5-yl)methyl)piperidin C(#N)C1=CC(=CC=2N=C(OC21)C=2C(=C(C=CC2)C2=C(C(=CC=C2)NC=2N=CC=C1C=C(C=NC21)CNC[C@H](C)O)C)C)CN2CCCCC2